N-octylpyridinium tris(trifluoromethanesulfonyl)methide [C-](S(=O)(=O)C(F)(F)F)(S(=O)(=O)C(F)(F)F)S(=O)(=O)C(F)(F)F.C(CCCCCCC)[N+]1=CC=CC=C1